ClC=1C(=C(C=CC1)C=1N=C(N2C1SC=C2)C2=CC=C(C#N)C=C2)F 4-(7-(3-chloro-2-fluorophenyl)imidazo[5,1-b]thiazol-5-yl)benzonitrile